4-trans-cyclohexanedicarboxylic acid monomethyl ester COC(=O)C1(CCCCC1)C(=O)O